2,3,4,6-tetrakis(5H-benzo[b]carbazol-5-yl)-5-(2,6-dimethylpyridin-3-yl)benzonitrile C1=C2C=3C=C4C(=CC3N(C2=CC=C1)C1=C(C#N)C(=C(C(=C1N1C2=CC=CC=C2C=2C=C3C(=CC12)C=CC=C3)N3C1=CC=CC=C1C=1C=C2C(=CC31)C=CC=C2)C=2C(=NC(=CC2)C)C)N2C3=CC=CC=C3C=3C=C1C(=CC23)C=CC=C1)C=CC=C4